FC1(CCN(CC1)C(CCCCCCSC1=C2CNC(C2=CC(=C1)F)=O)=O)F 4-((7-(4,4-difluoropiperidin-1-yl)-7-oxoheptyl)thio)-6-fluoro-1-oxoisoindoline